NC1=NC=2C=NC(=CC2C2=C1[C@H](OC2)C)C(=O)N(CC2=NC=C(C=C2)C(F)(F)F)C21CC(C2)C1 (3R)-4-amino-N-(bicyclo[1.1.1]pentan-1-yl)-3-methyl-N-((5-(trifluoromethyl)-2-pyridinyl)methyl)-1,3-dihydrofuro[3,4-c][1,7]naphthyridine-8-carboxamide